C(C)[C@H]1OC2=C([C@@H](N(C1)CC1=CC(=CC=3C=CSC31)C(CC(=O)OCC)C3=C(C1=C(N(N=N1)C)C(=C3)C)C)C)N=CC=C2 Ethyl 3-(7-{[(2R,5S)-2-ethyl-5-methyl-2,3-dihydropyrido[2,3-f][1,4]oxazepine-4(5H)-yl]methyl}-1-benzothiophen-5-yl)-3-(1,4,7-trimethyl-1H-benzotriazol-5-yl)propanoate